1,5-dimethyl-4-[2-methyl-4-(5-methylthiophene-2-yl)benzenesulfonyl]-1,2,3,4-tetrahydroquinoxaline CN1CCN(C2=C(C=CC=C12)C)S(=O)(=O)C1=C(C=C(C=C1)C=1SC(=CC1)C)C